ClC=1C=NC(=NC1)N1CCC2(CC(C2)CCCOC2=CC(=C(C(=C2)F)CC(=O)N2CC(C2)CNC[C@@H]([C@H]([C@@H]([C@@H](CO)O)O)O)O)F)CC1 2-[4-[3-[7-(5-chloropyrimidin-2-yl)-7-azaspiro[3.5]nonan-2-yl]propoxy]-2,6-difluoro-phenyl]-1-[3-[[[(2S,3R,4R,5R)-2,3,4,5,6-pentahydroxyhexyl]amino]methyl]-azetidin-1-yl]ethanone